6-bromo-1-(tetrahydro-2H-pyran-2-yl)-5-(trifluoromethyl)-1H-indazole BrC1=C(C=C2C=NN(C2=C1)C1OCCCC1)C(F)(F)F